3-(2-hydroxypropan-2-yl)-4-methylbenzamide OC(C)(C)C=1C=C(C(=O)N)C=CC1C